CC1=C(C=CC=C1C1=C(C(=CC=C1)C1=CC=C(C=C1)OCCNC[C@@H](CC(=O)O)O)C)C1=CC=C(C=C1)OCCNC[C@@H](CC(=O)O)O (3R,3'R)-4,4'-((((2',2''-dimethyl-[1,1':3',1'':3'',1'''-quaterphenyl]-4,4'''-diyl)bis(oxy))bis(ethane-2,1-diyl))bis(azanediyl))bis(3-hydroxybutanoic acid)